B(O)(O)O.C1(=CC=CC=C1)[Li] phenyllithium borate